Cl.C(#C)C1(CCNCC1)C 4-ethynyl-4-methyl-piperidine, hydrochloride